C(C)C=1C(C2=CC=C(C=C2C(C1)=O)CCCCC)=O 2-ethyl-6-pentyl-1,4-naphthoquinone